1-bromo-3-(bromomethyl)-benzene BrC1=CC(=CC=C1)CBr